CC1([C@@H](C[C@]2(CNC(O2)=O)CC1)CN1C=NC2=C1C=C(C=C2)C#N)C (((5S,7R)-8,8-Dimethyl-2-oxo-1-oxa-3-azaspiro[4.5]decan-7-yl)methyl)-1H-benzo[d]imidazole-6-carbonitrile